5-(4-((4-(4-amino-3-(4-phenoxyphenyl)-1H-pyrazolo[3,4-d]pyrimidin-1-yl)piperidin-1-yl)methyl)-[1,4'-bipiperidin]-1'-yl)-2-(2,6-dioxopiperidin-3-yl)isoindoline NC1=C2C(=NC=N1)N(N=C2C2=CC=C(C=C2)OC2=CC=CC=C2)C2CCN(CC2)CC2CCN(CC2)C2CCN(CC2)C=2C=C1CN(CC1=CC2)C2C(NC(CC2)=O)=O